butyl 3,4,5-trimethoxycinnamate COC=1C=C(C=CC(=O)OCCCC)C=C(C1OC)OC